C(CC(C)C)N1C(C2=C(C(=C1)C=1C=C(C(=O)N(C)C)C=CC1)C=CN2)=O 3-(6-isopentyl-7-oxo-1H-pyrrolo[2,3-c]pyridin-4-yl)-N,N-dimethylbenzamide